(E)-2-cyano-3-(4-(7-(2,2',2'',4,4''-pentakis(hexyloxy)-[1,1':3',1''-terphenyl]-5'-yl)benzo[c][1,2,5]thiadiazol-4-yl)phenyl)acrylic acid C(#N)/C(/C(=O)O)=C\C1=CC=C(C=C1)C1=CC=C(C2=NSN=C21)C=2C=C(C(=C(C2)C2=C(C=C(C=C2)OCCCCCC)OCCCCCC)OCCCCCC)C2=C(C=C(C=C2)OCCCCCC)OCCCCCC